CC(CC(C)(C)C)C(C)CCC(CC(C)(C)C)C 2-(1,3,3-trimethyl-1-butyl)-5,7,7-trimethyl-octane